BrC1=CC(=NC=C1)C(C(=O)C1=CC=C(C=N1)NC(OC(C)(C)C)=O)(C)C Tert-butyl (6-(2-(4-bromopyridin-2-yl)-2-methylpropanoyl)pyridin-3-yl)carbamate